1-[4-(2,3-dimethylphenyl)piperazin-1-yl]-2-[(3bR,4aR)-3-(4-hydroxy-2,4-dimethylpiperidine-1-carbonyl)-3b,4,4a,5-tetrahydro-1H-cyclopropa[3,4]cyclopenta[1,2-c]pyrazol-1-yl]ethan-1-one CC1=C(C=CC=C1C)N1CCN(CC1)C(CN1N=C(C2=C1C[C@@H]1[C@H]2C1)C(=O)N1C(CC(CC1)(C)O)C)=O